Bis(trimethoxysilylpropyl)amin CO[Si](OC)(OC)CCCNCCC[Si](OC)(OC)OC